ClC1=C(C=CC(=C1)OCCN1CCNCC1)C=1N(C2=NC=NC(=C2N1)OC1(CC1)C)CC1=NC(=CC=C1)C 8-(2-chloro-4-(2-(piperazin-1-yl)ethoxy)phenyl)-6-(1-methylcyclopropoxy)-9-((6-methylpyridin-2-yl)methyl)-9H-purine